5-chloro-2-((8-(2-chloro-4-(2-(piperazin-1-yl)ethoxy)phenyl)-6-(1-methyl-cyclopropoxy)-9H-purin-9-yl)methyl)thiazole ClC1=CN=C(S1)CN1C2=NC=NC(=C2N=C1C1=C(C=C(C=C1)OCCN1CCNCC1)Cl)OC1(CC1)C